COCCN1C=NC2=CC=C(C=C2C1=O)NC(=O)NC1=CC(=CC=C1)C(=O)N1CCOCC1 1-(3-(2-methoxyethyl)-4-oxo-3,4-dihydroquinazolin-6-yl)-3-(3-(morpholine-4-carbonyl)phenyl)urea